6-(4-benzyloxycarbonylpiperazin-1-yl)-2-chloro-pyrimidine-4-carboxylic acid C(C1=CC=CC=C1)OC(=O)N1CCN(CC1)C1=CC(=NC(=N1)Cl)C(=O)O